N-(5-((5-chloro-4-((3,4-dimethyl-2-(N-methylacetamido)phenyl)amino)pyrimidin-2-yl)amino)-2-((2-(dimethylamino)ethyl)(methyl)amino)-4-methoxyphenyl)acrylamide ClC=1C(=NC(=NC1)NC=1C(=CC(=C(C1)NC(C=C)=O)N(C)CCN(C)C)OC)NC1=C(C(=C(C=C1)C)C)N(C(C)=O)C